N-((2-(2,6-dioxopiperidin-3-yl)-1-oxoisoindolin-5-yl)methyl)-2,2-difluoro-2-p-tolylacetamide O=C1NC(CCC1N1C(C2=CC=C(C=C2C1)CNC(C(C1=CC=C(C=C1)C)(F)F)=O)=O)=O